BrC=1SC(=CC1CCCCCCCCC1=C(SC(=C1)Br)Br)Br 1,8-bis(2,5-dibromothiophene-3-yl)octane